tetra-normal butylammonium chloride [Cl-].C(CCC)[N+](CCCC)(CCCC)CCCC